ClC[C@@H](COC1=C(C=C(C=C1)C(C)(C)C1=CC=C(C=C1)OC[C@H](CN1N=NC(=C1I)CO)O)I)O (R)-1-chloro-3-(4-(2-(4-((S)-2-hydroxy-3-(4-(hydroxymethyl)-5-iodo-1H-1,2,3-triazol-1-yl)propoxy)phenyl)propan-2-yl)-2-iodophenoxy)propan-2-ol